1-(4-[3-[2-(4-amino-7-methyl-5-[4-[(6-methylpyridin-2-yl)oxy]phenyl]-7H-pyrrolo[2,3-d]pyrimidin-6-yl)ethynyl]-3-fluoroazetidin-1-yl]piperidin-1-yl)prop-2-en-1-one NC=1C2=C(N=CN1)N(C(=C2C2=CC=C(C=C2)OC2=NC(=CC=C2)C)C#CC2(CN(C2)C2CCN(CC2)C(C=C)=O)F)C